N-[[6-(4-Phenylpiperazin-1-yl)-2-pyridyl]sulfonyl]-2-(2,2,4-trimethylpyrrolidin-1-yl)pyridin-3-carboxamid C1(=CC=CC=C1)N1CCN(CC1)C1=CC=CC(=N1)S(=O)(=O)NC(=O)C=1C(=NC=CC1)N1C(CC(C1)C)(C)C